3-thia-7,9-diazabicyclo[3.3.1]nonane 3,3-dioxide C12CS(CC(CNC1)N2)(=O)=O